CN1N=C(C=C1C)C=1C(=NC2=C(C=C(C=C2C1C)CC)F)N1CCC(CC1)NC1CCOCC1 1-(3-(1,5-dimethyl-1H-pyrazol-3-yl)-6-ethyl-8-fluoro-4-methylquinolin-2-yl)-N-(tetrahydro-2H-pyran-4-yl)piperidin-4-amine